NC1=NNC2=CC=C(C=C12)C1=CC(=NC=C1)NC(CC1=C(C=CC=C1)OC)=O N-(4-(3-amino-1H-indazol-5-yl)pyridin-2-yl)-2-(2-methoxyphenyl)acetamide